trans-N-(8-amino-6-(1H-pyrazol-4-yl)isoquinolin-3-yl)-2-cyanocyclopropane-1-carboxamide NC=1C=C(C=C2C=C(N=CC12)NC(=O)[C@H]1[C@@H](C1)C#N)C=1C=NNC1